COC=1C=C2CCN(CC2=CC1NC1=NC2=CC(=CC=C2C=N1)N1C(O[C@@]2(C1)CCNCCC2)=O)C |o1:26| (R or S)-3-{2-[(6-methoxy-2-methyl-1,2,3,4-tetrahydroisoquinolin-7-yl)amino]quinazolin-7-yl}-1-oxa-3,8-diazaspiro[4.6]undecan-2-one